tert-butyl 4-(3-(5-cyano-4-(4-fluorophenyl)thiazol-2-ylamino)-2-ethylpyrazolo[1,5-a]pyrimidin-5-yl)piperazine-1-carboxylate C(#N)C1=C(N=C(S1)NC=1C(=NN2C1N=C(C=C2)N2CCN(CC2)C(=O)OC(C)(C)C)CC)C2=CC=C(C=C2)F